2-[(6-chloro-2-benzo[d]thiazolyl)amino]-N-hexylacetamide ClC1=CC2=C(N=C(S2)NCC(=O)NCCCCCC)C=C1